FC(C(=O)O)(C(=O)C=1OC=C(C1)C1=CNC2=C(C=CC=C12)F)F 2,2-difluoro-3-(4-(7-fluoro-1H-indol-3-yl)furan-2-yl)-3-oxopropanoic acid